ethyl 5-(pyridin-2-ylmethyl)-4H-1,2,4-triazole-3-carboxylate N1=C(C=CC=C1)CC=1NC(=NN1)C(=O)OCC